ClC1=CC=C(C=C1)C1(CN(C1)C=1C=2N(C=CC1)N=C(N2)NC=2C=NN(C2)CC(=O)N2CCN(CC2)C)CC#N 2-[3-(4-chlorophenyl)-1-[2-[[1-[2-(4-methylpiperazin-1-yl)-2-oxo-ethyl]pyrazol-4-yl]amino]-[1,2,4]triazolo[1,5-a]pyridin-8-yl]azetidin-3-yl]acetonitrile